C(CCCCCCCCCCC)OC1=CC=C(C=C1)S(=O)(=O)C=1C=NC2=CC=C(C=C2C1N1CCC(CC1)N1CCC(CC1)N1CCN(CC1)C)S(=O)C 3-((4-(dodecyloxy)phenyl)sulfonyl)-4-(4-(4-methylpiperazin-1-yl)-[1,4'-bipiperidin]-1'-yl)-6-(methylsulfinyl)quinoline